1-(2-amino-1-cyclobutoxyethyl)-3-chlorobenzene NCC(OC1CCC1)C1=CC(=CC=C1)Cl